(S)-2-(4-(6-((6-((cyanomethyl)carbamoyl)pyridin-3-yl)methoxy)pyridin-2-yl)-2,5-difluorobenzyl)-1-(oxetan-2-ylmethyl)-1H-benzo[d]imidazole-6-carboxylic acid C(#N)CNC(=O)C1=CC=C(C=N1)COC1=CC=CC(=N1)C1=CC(=C(CC2=NC3=C(N2C[C@H]2OCC2)C=C(C=C3)C(=O)O)C=C1F)F